(R)-4-(2-(dimethyl-amino)propan-2-yl)-N'-((1,2,3,5,6,7-hexahydro-s-indacen-4-yl)carbamoyl)-benzenesulfonimidamide CN(C(C)(C)C1=CC=C(C=C1)[S@@](=O)(N)=NC(NC1=C2CCCC2=CC=2CCCC12)=O)C